CC(C)(C)C=1C=C(C=C(C1O)C(C)(C)C)CCCC(C(=O)O)=C 3,5-bis(1,1-dimethylethyl)-4-hydroxy-phenylpropyl-acrylic acid